C(N)(OC1CC2(C(NC=3C2=NC=CC3)=O)C1)=O (1s,3s)-(2'-oxo-1',2'-dihydrospiro(cyclobutane-1,3'-pyrrolo[3,2-b]pyridin)-3-yl) carbamate